C1(CC1)C1=NC(=NO1)C=1C=C(C(=NC1)C1=NC=2C(=NC=C(C2)C(C(F)(F)F)(F)F)N1C)S(=O)=NCC (R)-[5-(5-cyclopropyl-1,2,4-oxadiazol-3-yl)-2-[3-methyl-6-(1,1,2,2,2-pentafluoroethyl)-3H-imidazo[4,5-b]pyridin-2-yl]pyridin-3-yl](ethyl)imino-lambda6-sulfanone